CC1=CC=C(C=C1)S(=O)(=O)O.CC1=CC=C(C=C1)S(=O)(=O)O.C1=CC=CC2=NC3=CC=CC=C3N=C12 phenazine di-p-toluenesulfonate